2-[4,6-bis(4-phenylphenyl)-1,3,5-triazin-2-yl]-5-pentadecyl-phenol C1(=CC=CC=C1)C1=CC=C(C=C1)C1=NC(=NC(=N1)C1=CC=C(C=C1)C1=CC=CC=C1)C1=C(C=C(C=C1)CCCCCCCCCCCCCCC)O